ClC1=CC2=C(OC(CN2C)C(=O)N[C@@H]2CC[C@H](CC2)NC(COC2=CC=C(C=C2)Cl)=O)C=C1 trans-6-chloro-N-(4-(2-(4-chlorophenoxy)acetamido)cyclohexyl)-4-methyl-3,4-dihydro-2H-benzo[b][1,4]oxazine-2-carboxamide